Tert-Butyl 4-{[(4-Bromopyridin-2-Yl)Carbamoyl]Methyl}Piperazine-1-Carboxylate BrC1=CC(=NC=C1)NC(=O)CN1CCN(CC1)C(=O)OC(C)(C)C